ClC1=C(C=NC2=CC(=CC=C12)[N+](=O)[O-])C1CC1 4-chloro-3-cyclopropyl-7-nitroquinoline